(6S)-6-{2-Chloro-3-[(2-methyl-indazol-5-yl)amino]phenyl}-2-imino-6-methyl-3-(tetrahydropyran-4-yl)hexahydropyrimidin-4-one ClC1=C(C=CC=C1NC1=CC2=CN(N=C2C=C1)C)[C@@]1(CC(N(C(N1)=N)C1CCOCC1)=O)C